5-iodo-1H-indole-3-carboxylic acid IC=1C=C2C(=CNC2=CC1)C(=O)O